(M)-7-(2-Aminophenyl)-4-[(2S,5R)-2,5-dimethyl-4-prop-2-enoyl-piperazin-1-yl]-6-fluoro-1-(2-isopropyl-4-methyl-3-pyridyl)pyrido[2,3-d]pyrimidin-2-one NC1=C(C=CC=C1)C=1C(=CC2=C(N(C(N=C2N2[C@H](CN([C@@H](C2)C)C(C=C)=O)C)=O)C=2C(=NC=CC2C)C(C)C)N1)F